7-(2-(1-Cyclopropylethyl)imidazo[1,2-a]pyridin-6-yl)imidazo[2,1-f][1,2,4]triazin-4-amine trifluoroacetate salt FC(C(=O)O)(F)F.C1(CC1)C(C)C=1N=C2N(C=C(C=C2)C2=CN=C3C(=NC=NN32)N)C1